BrC1=C(NC2=C1C(N(C=C2)C2CC2)=O)C2=CC(=NC=C2)NC(C(CC(F)F)C2=CC=C(C=C2)F)=O N-[4-(3-bromo-5-cyclopropyl-4-oxo-4,5-dihydro-1H-pyrrolo[3,2-c]pyridin-2-yl)pyridin-2-yl]-4,4-difluoro-2-(4-fluorophenyl)butanamide